3'-chloro-2'-fluoro-[1,1'-biphenyl]-2,5-diol ClC=1C(=C(C=CC1)C=1C(=CC=C(C1)O)O)F